N[C@H](C=1N=C2N(N=C(C=C2)CC2(C(NCCC2)=O)C(=O)OC)C1)C1CCC(CC1)(F)F methyl 3-((2-((S)-amino(4,4-difluorocyclohexyl)methyl)imidazo[1,2-b]pyridazin-6-yl)methyl)-2-oxopiperidine-3-carboxylate